COC1=CC=C(C=C1)CN(C1=NC=C(C(=N1)OC)CC=O)CC1=CC=C(C=C1)OC 2-[2-[bis[(4-methoxyphenyl)methyl]amino]-4-methoxy-pyrimidin-5-yl]acetaldehyde